FC1=C(C=C(C(=O)N)C=C1C(F)(F)F)C1=C(C=CC=C1)C(C(=O)NCCO)=O 4-fluoro-3-(2-(((2-hydroxyethyl)amino)-2-oxoacetyl)phenyl)-5-(trifluoromethyl)benzamide